ClC=1C=C2C=C(C(N(C2=NC1Cl)C=1C(=NC=CC1C)C(C)C)=O)C#N 6,7-dichloro-1-(2-isopropyl-4-methylpyridin-3-yl)-2-oxo-1,2-dihydro-1,8-naphthyridine-3-carbonitrile